N-(trimethoxysilyl)thiophene-2-sulfonamide CO[Si](NS(=O)(=O)C=1SC=CC1)(OC)OC